N-(5-bromo-1H-pyrrolo[2,3-c]pyridin-3-yl)-5-phenoxy-1H-benzo[d]imidazol-2-amine BrC=1C=C2C(=CN1)NC=C2NC2=NC1=C(N2)C=CC(=C1)OC1=CC=CC=C1